(3R,4S,5S)-3,5-bis(tert-butyldiphenylsiloxy)-4-trifluoromethanesulfonyl-1-cyclohexene-1-carboxylate O([Si](C1=CC=CC=C1)(C1=CC=CC=C1)C(C)(C)C)[C@@H]1C=C(C[C@@H]([C@@H]1S(=O)(=O)C(F)(F)F)O[Si](C1=CC=CC=C1)(C1=CC=CC=C1)C(C)(C)C)C(=O)[O-]